4-benzoyl-N-(4-cyano-2-fluoro-phenyl)-1H-pyrrole-3-sulfonamide C(C1=CC=CC=C1)(=O)C=1C(=CNC1)S(=O)(=O)NC1=C(C=C(C=C1)C#N)F